3-(methylsulfanyl)propionamidine hydrochloride Cl.CSCCC(=N)N